NC1=NC=CC(=C1C#CC(C)(N1CCNCC1)C)OC1=C(C=C(C=C1)NC(=O)C=1C(N(C(N(N1)C)=O)C1=CC=C(C=C1)F)=O)F N-(4-(2-amino-3-(3-methyl-3-(piperazin-1-yl)but-1-ynyl)pyridin-4-yloxy)-3-fluorophenyl)-4-(4-fluorophenyl)-2-methyl-3,5-dioxo-2,3,4,5-tetrahydro-1,2,4-triazine-6-carboxamide